2-fluoro-3-(pyrazin-2-yl)prop-2-en-1-one FC(C=O)=CC1=NC=CN=C1